FC=1C=C(C=C(C1)F)[C@@H]1CCC2=NN(C(N21)=O)[C@@H]2C[C@H](C2)OC2=CC(=C(C=C2)F)C (5S)-5-(3,5-difluorophenyl)-2-[trans-3-(4-fluoro-3-methylphenoxy)cyclobutyl]-2,5,6,7-tetrahydro-3H-pyrrolo[2,1-c][1,2,4]triazol-3-one